N-(4-chloro-3-cyano-1H-indol-7-yl)-1-(3-hydroxy-1,3-dimethyl-butyl)pyrazole-4-sulfonamide ClC1=C2C(=CNC2=C(C=C1)NS(=O)(=O)C=1C=NN(C1)C(CC(C)(C)O)C)C#N